FC1=C(N=CC2=C1N=C(N=C2N2CC=1N(CCC2)N=C(C1)NC)OCC12CCCN2CCC1)C1=CC=CC2=CC=CC(=C12)F 5-(8-fluoro-7-(8-fluoronaphthalen-1-yl)-2-((tetrahydro-1H-pyrrolizin-7a(5H)-yl)methoxy)pyrido[4,3-d]pyrimidin-4-yl)-N-methyl-5,6,7,8-tetrahydro-4H-pyrazolo[1,5-a][1,4]diazepin-2-amine